NC=1C=C(C=CC1)N(C1=CC=C(C=C1)C1=CC=C(C=C1)N(C)C1=CC(=CC=C1)N)C N,N'-bis(3-aminophenyl)-N,N'-dimethylbiphenyl-4,4'-diamine